2-[3-(1,5-dimethylpyrazol-4-yl)pyrazolo[1,5-a]pyridin-5-yl]oxazole-4-carboxylic acid CN1N=CC(=C1C)C=1C=NN2C1C=C(C=C2)C=2OC=C(N2)C(=O)O